[4-(3,6-di-tert-butyl-9H-carbazol-9-yl)butyl]phosphoric acid C(C)(C)(C)C=1C=CC=2N(C3=CC=C(C=C3C2C1)C(C)(C)C)CCCCOP(O)(O)=O